tert-butyl-4-(2-(4-(4-amino-2-fluorophenyl)piperidin-1-yl)-2-oxoethyl)-4-hydroxypiperidine C(C)(C)(C)N1CCC(CC1)(O)CC(=O)N1CCC(CC1)C1=C(C=C(C=C1)N)F